C(C=C)N(C1=C(C(=C(C=C1)NC(OCC)=O)N)F)CC1=CC=C(C=C1)F ethyl (4-(allyl(4-fluorobenzyl)amino)-2-amino-3-fluorophenyl)carbamate